FC(OC1=NC2=CC=C(C=C2C=C1)C1=CN=CC=2C(CCCC12)NC(CC)=O)F N-(4-(2-difluoromethoxyquinolin-6-yl)-5,6,7,8-tetrahydroisoquinolin-8-yl)propanamide